6-(3-amino-2-chloro-6-fluorophenoxy)-5-chloro-3-methyl-3,4-dihydro-quinazolin-4-one NC=1C(=C(OC=2C(=C3C(N(C=NC3=CC2)C)=O)Cl)C(=CC1)F)Cl